4β-acetoxy-3β-acetoxy-5α-cholane-24-oic acid C(C)(=O)O[C@@H]1[C@@H]2CC[C@H]3[C@@H]4CC[C@H]([C@@H](CCC(=O)O)C)[C@]4(CC[C@@H]3[C@]2(CC[C@@H]1OC(C)=O)C)C